2-Propene CC=C